5-(1H-indole-1-yl)-dihydrofuran N1(C=CC2=CC=CC=C12)C1=CCCO1